BrC=1C=C(C=C(C1Cl)[N+](=O)[O-])S(=O)(=O)N 3-bromo-4-chloro-5-nitrobenzenesulfonamide